BrC1=C2C=NN(C2=C(C=C1)F)CCS(=O)(=O)C 4-bromo-7-fluoro-1-(2-methylsulfonylethyl)indazole